FC1=C(C(=O)NC2=C(C=C(C(=C2)C=2C=NC(=NC2)N2CCOCC2)F)N2C[C@H](N([C@H](C2)C)C)C)C=CC=C1OC |r| 2-fluoro-N-[4-fluoro-5-(2-morpholin-4-ylpyrimidin-5-yl)-2-[rac-(3R,5S)-3,4,5-trimethylpiperazin-1-yl]phenyl]-3-methoxybenzamide